(S)-3-(((7-(8-chloronaphthalen-1-yl)-2-((1-methylpyrrolidin-2-yl)methoxy)-5,6,7,8-tetrahydropyrido[3,4-d]pyrimidin-4-yl)(methyl)amino)methyl)azetidine-1-carbonitrile ClC=1C=CC=C2C=CC=C(C12)N1CC=2N=C(N=C(C2CC1)N(C)CC1CN(C1)C#N)OC[C@H]1N(CCC1)C